[Fe].N1C=NCC1.N1C=NCC1 bisimidazoline iron